(hydroxy(4-methoxyphenyl)methyl)-[1,1'-biphenyl]-4-carbonitrile OC(C1=CC=C(C=C1)OC)C1=C(C=CC(=C1)C#N)C1=CC=CC=C1